CC1(O[C@@H](C2=CC=CC=C2C1)[C@H]1NCCC1)C (S)-2-((S)-3,3-dimethylisochroman-1-yl)pyrrolidine